OC1CC(C1)CC(=O)OC(C)(C)C tert-Butyl 2-(3-hydroxycyclobutyl)acetate